C(C)OC(C[C@@H](C=1SC=C(C1)C1=CC(=CC=C1)OC)N)=O (S)-3-amino-3-(4-(3-methoxyphenyl)thiophen-2-yl)propionic acid ethyl ester